O[C@@H](CNC(=O)C=1SC=C(C1)C=1C=C2C(=NC1)NC(=C2)C2=CC=C(C=C2)F)CO (S)-N-(2,3-Dihydroxypropyl)-4-(2-(4-fluorophenyl)-1H-pyrrolo[2,3-b]pyridin-5-yl)-thiophene-2-carboxamide